1-(1-(4-chlorobenzyl)-1H-tetrazol-5-yl)-5-(4,4,5,5-tetramethyl-1,3,2-dioxaborolan-2-yl)-N-tritylpentan-1-amine ClC1=CC=C(CN2N=NN=C2C(CCCCB2OC(C(O2)(C)C)(C)C)NC(C2=CC=CC=C2)(C2=CC=CC=C2)C2=CC=CC=C2)C=C1